1,3-bis-t-butylperoxyisopropyl-benzene C(C)(C)(C)OOC(C)(C)C1=CC(=CC=C1)OOC(C)(C)C